N,N'-bis(2-ethylamino-ethyl)-piperazine C(C)NCCN1CCN(CC1)CCNCC